ClC1=C2C(=NC=C1C(=O)N1C[C@@H]3N(CC1)C[C@H](CC3)C3=CC(=C(C=C3)F)Cl)SN=C2 |r| (4-chloro-[1,2]thiazolo[5,4-b]pyridin-5-yl)-[rac-(7R,9aR)-7-(3-chloro-4-fluorophenyl)-1,3,4,6,7,8,9,9a-octahydropyrido[1,2-a]pyrazin-2-yl]methanone